arachidonoyl-thiophosphorylcholine C(CCC\C=C/C\C=C/C\C=C/C\C=C/CCCCC)(=O)P(=S)=C(O)C[N+](C)(C)C